oxamic acid C(C(=O)N)(=O)O